ClC=1C=C(C=C2C(=CNC12)I)OC 7-Chloro-3-iodo-5-methoxy-1H-indole